N-(3-((2-((5-methyl-2-(1-methylpiperidin-4-yl)thiazol-4-yl)amino)-5-(trifluoromethyl)pyrimidin-4-yl)amino)propyl)cyclobutanecarboxamide CC1=C(N=C(S1)C1CCN(CC1)C)NC1=NC=C(C(=N1)NCCCNC(=O)C1CCC1)C(F)(F)F